2-[2-(3,4-difluoro-2-methyl-phenoxy)-4-methyl-5-(trifluoromethyl)-3-pyridyl]-4-[(4-methoxyphenyl)methoxy]-1,6-naphthyridine-5-carbonitrile FC=1C(=C(OC2=NC=C(C(=C2C2=NC=3C=CN=C(C3C(=C2)OCC2=CC=C(C=C2)OC)C#N)C)C(F)(F)F)C=CC1F)C